FC(C1=NN=C(O1)C1=CC(=C(C=C1)CN1N=NC(=C1)C1=CC=C2C(=NC=NC2=C1)N)F)F 7-[1-({4-[5-(difluoromethyl)-1,3,4-oxadiazol-2-yl]-2-fluorophenyl}methyl)-1H-1,2,3-triazol-4-yl]quinazolin-4-amine